FC=1C=C(C=CC1)C=1N=C(C2=C(N1)CN(CC2)C(C=C)=O)C2=NN(C=C2)C 1-(2-(3-fluorophenyl)-4-(1-methyl-1H-pyrazol-3-yl)-5,8-dihydropyrido[3,4-d]pyrimidin-7(6H)-yl)prop-2-en-1-one